C(C)(C)(C)OC(=O)N1CC(C2=CC=C(C=C12)CC1=CC=C(C=C1)F)(C)CCC#N 3-(2-cyanoethyl)-6-[(4-fluorophenyl)methyl]-3-methyl-indoline-1-carboxylic acid tert-butyl ester